6-bromo-4-(6-(6-((5-fluoro-6-methoxypyridine-3-yl)methyl)-3,6-diazabicyclo[3.1.1]heptan-3-yl)pyridin-3-yl)pyrazolo[1,5-a]pyridine BrC=1C=C(C=2N(C1)N=CC2)C=2C=NC(=CC2)N2CC1N(C(C2)C1)CC=1C=NC(=C(C1)F)OC